(difluoromethyl)piperidine-1-carboxylic acid tert-butyl ester C(C)(C)(C)OC(=O)N1C(CCCC1)C(F)F